4,4'-(benzothiazole-4,7-diyl)dibenzoaldehyde S1C=NC2=C1C(=CC=C2C2=CC=C(C=O)C=C2)C2=CC=C(C=O)C=C2